(S)-(4-bromo-2-(2-hydroxypropan-2-yl)oxazol-5-yl)(4-(4-fluorobenzo[d]thiazol-2-yl)-6,7-dihydro-1H-imidazo[4,5-c]pyridin-5(4H)-yl)methanone BrC=1N=C(OC1C(=O)N1[C@@H](C2=C(CC1)NC=N2)C=2SC1=C(N2)C(=CC=C1)F)C(C)(C)O